1-((1s,3s)-3-(3,3-dimethylpyrrolidin-1-yl)cyclobutyl)-2-oxospiro[indoline-3,4'-piperidine] CC1(CN(CC1)C1CC(C1)N1C(C2(CCNCC2)C2=CC=CC=C12)=O)C